2-chloro-N-cyclohexyl-5-oxido-6,7-dihydro-thieno[3,2-d]pyrimidin-5-ium-4-amine ClC=1N=C(C2=C(N1)CC[S+]2[O-])NC2CCCCC2